2-(azepan-4-yl)-4,5-dichlorophenol N1CCC(CCC1)C1=C(C=C(C(=C1)Cl)Cl)O